C1CC12CCN(CC2)C2=C(C=O)C=CC(=C2)[N+](=O)[O-] 2-{6-azaspiro[2.5]oct-6-yl}-4-nitrobenzaldehyde